ClC=1C=CC2=C(N=C3COCCN32)N1 2-chloro-6,7-dihydro-9H-pyrido[2',3':4,5]imidazo[2,1-c][1,4]oxazine